terbium(III) citrate C(CC(O)(C(=O)[O-])CC(=O)[O-])(=O)[O-].[Tb+3]